tert-butyl N-cyclopropyl-N-[1-[7-[[7-(methanesulfonamidomethyl)-2-methyl-indazol-5-yl]carbamoyl]-2-methyl-indazol-4-yl]-4-piperidyl]carbamate C1(CC1)N(C(OC(C)(C)C)=O)C1CCN(CC1)C=1C2=CN(N=C2C(=CC1)C(NC1=CC2=CN(N=C2C(=C1)CNS(=O)(=O)C)C)=O)C